C(C)OC(=O)C=1N=C2N(N=C(C=C2)Cl)C1 6-chloroimidazo[1,2-b]pyridazine-2-carboxylic acid ethyl ester